Cl.Cl.O1CCN(CC1)C=1C=C(C2=C(NC=N2)C1)C(=O)O 6-morpholino-1H-benzo[d]imidazole-4-carboxylic acid dihydrochloride